[Cu].[Si].[Al] aluminum-silicon-copper